N-((Z)-(2-(3-((1r,3r)-3-methoxy-1-(4-methyl-4H-1,2,4-triazol-3-yl)cyclobutyl)phenyl)-3-oxo-7-(trifluoromethyl)isoindolin-5-yl)methylene)-2-methylpropane-2-sulfinamide COC1CC(C1)(C1=NN=CN1C)C=1C=C(C=CC1)N1CC2=C(C=C(C=C2C1=O)\C=N/S(=O)C(C)(C)C)C(F)(F)F